4-(1-((2-((6-azaspiro[3.4]octan-6-yl)methyl)-1H-indol-6-yl)methyl)-1H-1,2,3-triazol-4-yl)-6-(methylsilyl)-1H-indazole C1CCC12CN(CC2)CC=2NC1=CC(=CC=C1C2)CN2N=NC(=C2)C2=C1C=NNC1=CC(=C2)[SiH2]C